COC1=C(C=CC(=C1)[C@@H]2[C@@H]3CO[C@H]([C@H]3[C@@H](O2)O)C4=CC(=C(C=C4)O)OC)O The molecule is a lignan that is pinoresinol substituted by a hydroxy group at position 4. It has been isolated from the roots of Scorzonera judaica. It has a role as a plant metabolite. It is a furofuran, a lignan and a member of guaiacols. It derives from a pinoresinol.